ClC1=C(N(C(C2=C(C=CC=C12)C=1C=CC(=NC1)C(=O)NC)=O)C1=CC=CC=C1)[C@H](C)NC=1C2=C(N=CN1)NC=CC2=O (S)-5-(4-chloro-1-oxo-3-(1-((5-oxo-5,8-dihydropyrido[2,3-d]pyrimidin-4-yl)amino)ethyl)-2-phenyl-1,2-dihydroisoquinolin-8-yl)-N-methylpicolinamide